NC1=NC=2N(C(=C1)C#C[Si](C)(C)C)C=C(N2)C2=C(C=CC=C2)O 2-[7-amino-5-(2-trimethylsilylethynyl)imidazo[1,2-a]pyrimidin-2-yl]phenol